fluoro-N-(5-((4-ethylpiperazin-1-yl)methyl)pyridin-2-yl)-4-(5-(pyrrolidin-1-ylmethyl)furan-2-yl)pyrimidin-2-amine FC=1C(=NC(=NC1)NC1=NC=C(C=C1)CN1CCN(CC1)CC)C=1OC(=CC1)CN1CCCC1